ClC=1C=CC2=C(C=C(O2)C2=CN=CC3=C2SCCN3S(=O)(=O)N3CC(C3)C#N)C1 1-((8-(5-chlorobenzofuran-2-yl)-2,3-dihydro-4H-pyrido[4,3-b][1,4]thiazine-4-yl)sulfonyl)-3-cyano-azetidine